8-((6-methoxy-1,2,3,4-tetrahydronaphthalen-1-yl)amino)-8-oxooctanoic acid COC=1C=C2CCCC(C2=CC1)NC(CCCCCCC(=O)O)=O